FC1=CC=C(C=C1)NC(=O)C=1C(CC(CC1NOC)C1=CC=C(C=C1)C(F)(F)F)=O N-(4-fluorophenyl)-5-(methoxyamino)-3-oxo-4'-(trifluoromethyl)-1,2,3,6-tetrahydro-[1,1'-biphenyl]-4-carboxamide